C(C)C=1OC(=CC1N(C(=O)N)S(N(C=1C=NN(C1)C(C)C)CCN(C)C)(=O)=O)CC (2,5-diethylfuran-3-yl)-1-{[2-(dimethylamino)ethyl][1-(propan-2-yl)-1H-pyrazol-4-yl]sulfamoyl}urea